adamantane-3-carboxylate C12CC3(CC(CC(C1)C3)C2)C(=O)[O-]